C1(CCC1)CN(C(=O)OCC1=C(N=NN1C)C1=CC=C(C(=N1)CO)O[C@@H]1C[C@H](CCC1)C(=O)O)C (1S,3S)-3-((6-(5-((((cyclobutylmethyl)(methyl)carbamoyl)oxy)methyl)-1-methyl-1H-1,2,3-triazol-4-yl)-2-(hydroxymethyl)pyridin-3-yl)oxy)cyclohexane-1-carboxylic acid